C(C)C=1SC(=C(N1)C1=NC(=CC=C1)C)OC1=CC(=NC=C1)NC=1C=NC=C(C(=O)N)C1 5-((4-((2-Ethyl-4-(6-methylpyridin-2-yl)thiazol-5-yl)oxy)pyridin-2-yl)amino)nicotinamide